2'-chloro-N-(5-{[(1S,3R)-3-cyclopropoxycyclohexyl](methyl)carbamoyl}-1,3,4-thiadiazol-2-yl)-3'-fluoro-5'-methoxy-6-methyl-[4,4'-bipyridine]-3-carboxamide ClC1=NC=C(C(=C1F)C1=C(C=NC(=C1)C)C(=O)NC=1SC(=NN1)C(N(C)[C@@H]1C[C@@H](CCC1)OC1CC1)=O)OC